N-[(5S)-3-chloro-1'-[7-(2-fluorophenyl)-6-methyl-pyrazolo[1,5-a]pyrazin-4-yl]spiro[5,7-dihydrocyclopenta[b]pyridin-6,4'-piperidin]-5-yl]-2-methyl-propane-2-sulfinamide ClC=1C=C2C(=NC1)CC1(CCN(CC1)C=1C=3N(C(=C(N1)C)C1=C(C=CC=C1)F)N=CC3)[C@@H]2NS(=O)C(C)(C)C